OC1CCN(CC1)C=1C=CC(=NC1)NC1=CC(=NC=2C=CNC(C12)=O)N1CCN(CC1)C=1N(C=CN1)C 4-[[5-(4-hydroxy-1-piperidyl)-2-pyridyl]amino]-2-[4-(1-methyl-imidazol-2-yl)piperazin-1-yl]-6H-1,6-naphthyridin-5-one